tert-Butyl 4-(2-formylbenzo[e][1,3]benzothiazol-7-yl)oxypiperidine-1-carboxylate C(=O)C=1SC2=C(N1)C1=C(C=C2)C=C(C=C1)OC1CCN(CC1)C(=O)OC(C)(C)C